(1R,2S,5S)-3-((S)-2-hydroxy-2-phenylacetyl)-6,6-dimethyl-3-azabicyclo[3.1.0]hexane-2-carboxylic acid methyl ester COC(=O)[C@@H]1[C@H]2C([C@H]2CN1C([C@H](C1=CC=CC=C1)O)=O)(C)C